(S)-tert-butyl (1-((2-(1-(5-cyanopyridin-2-yl)piperidin-4-yl)acetamido)oxy) propan-2-yl)carbamate C(#N)C=1C=CC(=NC1)N1CCC(CC1)CC(=O)NOC[C@H](C)NC(OC(C)(C)C)=O